N1=C(C=CC=C1)C#CC1=C2C(=CN=C1)SC(=C2)C(=O)NC2=CC=C(C=C2)Cl 4-(pyridin-2-ylethynyl)-N-(4-chlorophenyl)thieno[2,3-c]pyridine-2-carboxamide